(2-(3-(3,3,3-trifluoro-1-phenylpropyl)-1H-indol-2-yl)phenyl)boronic acid FC(CC(C1=CC=CC=C1)C1=C(NC2=CC=CC=C12)C1=C(C=CC=C1)B(O)O)(F)F